1-(2S,4R)-methyl-((S)-2-((tert-butoxycarbonyl)amino)-3,3-dimethylbutanoyl)-4-hydroxypyrrolidine-2-carboxylate CC([C@@](C(C)(C)C)(NC(=O)OC(C)(C)C)OC(=O)C1NC[C@@H](C1)O)=O